(S)-2-((S)-2-(((benzyloxy)carbonyl)amino)-4-(tert-butoxy)-4-oxobutanamido)-4-phenylbutanoic acid C(C1=CC=CC=C1)OC(=O)N[C@H](C(=O)N[C@H](C(=O)O)CCC1=CC=CC=C1)CC(=O)OC(C)(C)C